C(#N)C1=CC(=C2C(=C(N(C2=C1)C1CC1)NC(CC(C)(C)C)=O)F)C N-(6-cyano-1-cyclopropyl-3-fluoro-4-methyl-1H-indol-2-yl)-3,3-dimethylbutyramide